1,3-benzenediamide C1(=CC(=CC=C1)C(=O)N)C(=O)N